[Zr+4].P[O-].P[O-].P[O-].P[O-] phosphinite zirconium